3-(2,6-difluoro-3,5-dimethoxyphenyl)-1-(3,5-difluorophenyl)-7-(1,3-dimethyl-1H-pyrazol-4-yl)-3,4-dihydropyrido[4,3-d]pyrimidin-2(1H)-one FC1=C(C(=C(C=C1OC)OC)F)N1C(N(C2=C(C1)C=NC(=C2)C=2C(=NN(C2)C)C)C2=CC(=CC(=C2)F)F)=O